2-(4-cyano-2-methoxyphenoxy)-5-(4-(difluoromethyl)phenyl)-4-methyl-N-(2-(S-methylsulfonimidoyl)pyridin-4-yl)nicotinamide C(#N)C1=CC(=C(OC2=C(C(=O)NC3=CC(=NC=C3)S(=O)(=N)C)C(=C(C=N2)C2=CC=C(C=C2)C(F)F)C)C=C1)OC